2-Fluoro-5-((6-fluoro-4-((3-methyl-2-oxooxazolidin-5-yl)methyl)-1H-indol-5-yl)oxy)benzonitrile FC1=C(C#N)C=C(C=C1)OC=1C(=C2C=CNC2=CC1F)CC1CN(C(O1)=O)C